hydrogen chloride tert-butyl-{[4-(1-ethyl-1H-pyrazol-5-yl)-2,5-dioxoimidazolidin-4-yl]methyl}carbamate C(C)(C)(C)N(C(O)=O)CC1(NC(NC1=O)=O)C1=CC=NN1CC.Cl